(R)-N-(8-methylisoquinolin-1-yl)-4-(2-methylpyridin-4-yl)-N-(piperidin-3-yl)piperidine-1-carboxamide CC=1C=CC=C2C=CN=C(C12)N(C(=O)N1CCC(CC1)C1=CC(=NC=C1)C)[C@H]1CNCCC1